COC1=CC=C(CNC(=O)NC2CC3(C2)CC(C3)C(=O)N3CC(C3)C3=CC=CC=C3)C=C1 1-(4-methoxybenzyl)-3-(6-(3-phenylazetidin-1-carbonyl)spiro[3.3]hept-2-yl)urea